(1R,2S,5S)-6,6-dimethyl-3-(2-(4-methylcyclohexyl)acetyl)-N-((S)-1-oxo-3-((S)-2-oxopyrrolidin-3-yl)propan-2-yl)-3-azabicyclo[3.1.0]hexane-2-carboxamide CC1([C@H]2CN([C@@H]([C@@H]12)C(=O)N[C@H](C=O)C[C@H]1C(NCC1)=O)C(CC1CCC(CC1)C)=O)C